ClC=1C=C2C(=NC(=NC2=CC1)NC1=CC(=CC(=C1)Cl)Cl)NC1CCCCC1 6-chloro-N4-cyclohexyl-N2-(3,5-dichlorophenyl)quinazoline-2,4-diamine